(R)-4-(1-(3-amino-5-(trifluoromethyl)phenyl)ethylamino)-7-(3-fluoro-3-methylazetidin-1-yl)-N,N,2-trimethylpyrido[2,3-d]pyrimidine-6-carboxamide NC=1C=C(C=C(C1)C(F)(F)F)[C@@H](C)NC=1C2=C(N=C(N1)C)N=C(C(=C2)C(=O)N(C)C)N2CC(C2)(C)F